CN1N=CC=C1CN1CC2(C1)CNC2 2-[(2-methylpyrazol-3-yl)methyl]-2,6-diazaspiro[3.3]heptane